C\C=C/CCCCCC (Z)-non-2-en